tert-butyl ((1-(3-(benzyloxy)-5-(2,3-dichlorophenyl)pyrazin-2-yl)-4-methylpiperidin-4-yl)methyl)carbamate C(C1=CC=CC=C1)OC=1C(=NC=C(N1)C1=C(C(=CC=C1)Cl)Cl)N1CCC(CC1)(C)CNC(OC(C)(C)C)=O